diethyl 7-methoxy-2,2,12,12-tetramethyltridecanedioate COC(CCCCC(C(=O)OCC)(C)C)CCCCC(C(=O)OCC)(C)C